[2-({3-[2-(4-chloro-3-fluorophenoxy)acetylamino]bicyclo[1.1.1]pentan-1-yl}amino)-2-oxoethoxy]acetic acid methyl ester COC(COCC(=O)NC12CC(C1)(C2)NC(COC2=CC(=C(C=C2)Cl)F)=O)=O